4-Isopropyl-biphenyl C(C)(C)C1=CC=C(C=C1)C1=CC=CC=C1